allyl bromide format C(=O)O.C(C=C)Br